Trans-2,2-dichloro-N-(4-chloro-3-(2-(4-fluorophenyl)hydrazine-1-carbonyl)phenyl)-3-(3,5-dichlorophenyl)cyclopropane-1-carboxamide ClC1([C@H]([C@@H]1C1=CC(=CC(=C1)Cl)Cl)C(=O)NC1=CC(=C(C=C1)Cl)C(=O)NNC1=CC=C(C=C1)F)Cl